L-3,6-dipropyl-1,4-dioxane C(CC)[C@H]1COC(CO1)CCC